ClC(CN(C)CCOC)C1=CC(=CC=C1)Cl 2-chloro-2-(3-chlorophenyl)-N-(2-methoxyethyl)-N-methylethan-1-amine